COC=1C=C(C=CC1OC)C1=C(C=CC=C1)C=1N=NN(N1)C(C1=CC=CC=C1)(C1=CC=CC=C1)C1=CC=CC=C1 3',4'-dimethoxy-2-(2-trityl-2H-tetrazol-5-yl)-[1,1'-biphenyl]